(R)-2'-ethoxy-5-((2-(5-fluoro-3-(trifluoromethyl)pyridin-2-yl)-2-azaspiro[3.3]heptan-6-yl)oxy)-N-(pyrrolidin-3-yl)-[2,3'-bipyridine]-6-carboxamide C(C)OC1=NC=CC=C1C1=NC(=C(C=C1)OC1CC2(CN(C2)C2=NC=C(C=C2C(F)(F)F)F)C1)C(=O)N[C@H]1CNCC1